C(CCCCC)C=1OC(=CC1)CCCCCC 2,5-di-n-hexylfuran